Methyl 3-bromoimidazo[1,2-a]pyridine-7-carboxylate Methyl-imidazo[1,2-a]pyridine-7-carboxylate COC(=O)C1=CC=2N(C=C1)C=CN2.BrC2=CN=C1N2C=CC(=C1)C(=O)OC